N-((2S,3R)-1-(((R)-1-((R)-6,7-dimethyl-4-oxo-1,3,6,2-dioxazaborocan-2-yl)-3-methylbutyl)amino)-3-hydroxy-1-oxobutan-2-yl)-6-phenylpicolinamide CN1CC(OB(OC[C@H]1C)[C@H](CC(C)C)NC([C@H]([C@@H](C)O)NC(C1=NC(=CC=C1)C1=CC=CC=C1)=O)=O)=O